O.Cl.C1=CC(O)=C2C=3[C@@]45[C@@H](O2)[C@@H](O)C=C[C@H]4[C@@H](CC13)N(C)CC5 Morphine Hydrochloride Hydrate